3-[[2-(4-chloro-3-fluoro-phenoxy)acetyl]amino]bicyclo[1.1.1]pentane-1-carboxylic acid methyl ester COC(=O)C12CC(C1)(C2)NC(COC2=CC(=C(C=C2)Cl)F)=O